CC=1C=C(C(=O)NCCC2=CC=CC3=C2SC=C3CC(C)(C)C)C=C(C1)C 3,5-dimethyl-N-(2-(3-neopentylbenzo[b]thiophen-7-yl)ethyl)benzamide